CC1(C=O)CC(=CC(=C1)C)C 1,3,5-trimethylbenzaldehyde